4-amino-1-methyl-N-(4-methylpiperazin-1-yl)-N-((5-(trifluoromethyl)pyridin-2-yl)methyl)-1H-pyrazolo[4,3-c]quinoline-8-carboxamide NC1=NC=2C=CC(=CC2C2=C1C=NN2C)C(=O)N(CC2=NC=C(C=C2)C(F)(F)F)N2CCN(CC2)C